C(C)N1C(OC=C1)=O 3-ethyl-1,3-oxazolin-2-one